bromotris(pyrrolidin-1-yl)phosphine BrP(N1CCCC1)(N1CCCC1)N1CCCC1